N-(cis-2-((3'-fluorobiphenyl-3-yl)methyl)-1-isobutyrylpyrrolidin-3-yl)methanesulfonamide FC=1C=C(C=CC1)C1=CC(=CC=C1)C[C@@H]1N(CC[C@@H]1NS(=O)(=O)C)C(C(C)C)=O